C1(=CC=CC=C1)P(=O)(C1=CC=CC=C1)SSP(=O)(C1=CC=CC=C1)C1=CC=CC=C1 diphenylphosphinic dithioperoxyanhydride